Cl.Cl.N(N)CC=1C=CC(=NC1)O 5-(hydrazinomethyl)pyridin-2-ol dihydrochloride